C1CN(CCC12CCCCC2)C(=O)OC(C)(C)C tert-butyl 3-azaspiro[5.5]undecane-3-carboxylate